[Br-].C(C(C)C)O[Hf+](OCC(C)C)OCC(C)C triisobutoxyhafnium bromide